nicotine acetic acid salt C(C)(=O)O.N1=CC=CC(=C1)C1N(C)CCC1